1,5-diethyl-3-ethyldimethylsilyloxy-1,1,3,5,5-pentamethyltrisiloxane C(C)[Si](O[Si](O[Si](C)(C)CC)(C)O[Si](C)(C)CC)(C)C